N-(2-(2-((pyridin-2-yl)methoxy)phenyl)-2,2-difluoroethyl)-2-bromoacetamide N1=C(C=CC=C1)COC1=C(C=CC=C1)C(CNC(CBr)=O)(F)F